CC1=CC=C(C=CS(=O)(=O)O)C=C1 para-methyl-styrenesulfonic acid